C(=O)[O-].C(C)(C)(C)OC(=O)NC1CC(C1)NCC[N+](C)(C)C 2-[[3-(tert-butoxycarbonylamino)cyclobutyl]amino]ethyl-trimethyl-ammonium formate